3-[(3-chloro-2-methoxyphenyl)amino]-7-(2,2-difluoroethyl)-2-(3-fluoropyridin-4-yl)-1H,5H,6H,7H-pyrrolo[3,2-c]pyridin-4-one ClC=1C(=C(C=CC1)NC1=C(NC2=C1C(NCC2CC(F)F)=O)C2=C(C=NC=C2)F)OC